C(C)(C)(C)C1=CC(=NN1[C@H]1COCC1)NC=1N(C=2C(=NC=C(C2)OC=2C=C3C(=NC2)NC(=C3)C3CC3)N1)C (R)-N-(5-(tert-butyl)-1-(tetrahydrofuran-3-yl)-1H-pyrazol-3-yl)-6-((2-cyclopropyl-1H-pyrrolo[2,3-b]pyridin-5-yl)oxy)-1-methyl-1H-imidazo[4,5-b]pyridin-2-amine